5-(benzylthio)-2-((((1r,4r)-4-hydroxy-4-methylcyclohexyl)methyl)amino)-3-nitrobenzoic acid benzoate C(C1=CC=CC=C1)(=O)O.C(C1=CC=CC=C1)SC=1C=C(C(=C(C(=O)O)C1)NCC1CCC(CC1)(C)O)[N+](=O)[O-]